6-(oxan-4-yl)-3-{2-[(piperidin-3-yl)amino]-5-(trifluoromethyl)pyrimidin-4-yl}-1H,6H,7H-pyrrolo[2,3-c]pyridin-7-one O1CCC(CC1)N1C(C2=C(C=C1)C(=CN2)C2=NC(=NC=C2C(F)(F)F)NC2CNCCC2)=O